BrC1=CC(=C(C=C1)OC(F)(F)F)[N+](=O)[O-] 4-bromo-2-nitro-1-(trifluoromethoxy)benzene